C1(=CC=C(C=C1)S(=O)\C(=C\S(=O)(=O)C1=CC=C(C)C=C1)\C1=CC2=CC=CC=C2C=C1)C (E)-2-(1-(p-Tolylsulfinyl)-2-tosylvinyl)naphthalene